CC=1N(C(=CC1)C)C1=NN2C(C=C(C=C2)C2=NC=CC(=N2)C=2C=NN(C2)C(C(C)F)C2=CC=C(C=C2)F)=N1 2-(2,5-dimethyl-1H-pyrrol-1-yl)-7-(4-(1-(2-fluoro-1-(4-fluorophenyl)propyl)-1H-pyrazol-4-yl)pyrimidin-2-yl)-[1,2,4]triazolo[1,5-a]pyridine